BrC1=NN(N=C1Br)CCOC1OCCCC1 4,5-dibromo-2-(2-tetrahydropyran-2-yloxyethyl)triazole